C(C)C1=NC=CC=C1OC1=C(CN2C[C@@H](N([C@@H](C2)C)C(C(C)C)=O)C(=O)NCC2=CC=C(C=C2)C2=NC=CC=C2)C(=CC=C1)F (2R,6R)-4-(2-((2-ethylpyridin-3-yl)oxy)-6-fluorobenzyl)-1-isobutyryl-6-methyl-N-(4-(pyridin-2-yl)benzyl)piperazine-2-carboxamide